tert-butyl (2R)-6-(benzyloxy)-2-({(tert-butoxycarbonyl)[(oxan-4-yl)methyl]amino}methyl)-4-fluoro-5-(1,1,4-trioxo-1λ6,2,5-thiadiazolidin-2-yl)-2,3-dihydro-1H-indole-1-carboxylate C(C1=CC=CC=C1)OC1=C(C(=C2C[C@@H](N(C2=C1)C(=O)OC(C)(C)C)CN(CC1CCOCC1)C(=O)OC(C)(C)C)F)N1S(NC(C1)=O)(=O)=O